2-THIOPHEN-2-YL-1H-IMIDAZOLE-4-CARBALDEHYDE S1C(=CC=C1)C=1NC=C(N1)C=O